CC=1N=CSC1C1=CC=C(C=C1)O 4-(4-Methyl-1,3-thiazol-5-yl)phenol